methyl 6,6-difluorobicyclo[3.1.0]hexane-3-carboxylate FC1(C2CC(CC12)C(=O)OC)F